O=C1NC(CCC1C1=C(C=C(C=C1C)N1CC(C1)NC(OC(C)(C)C)=O)C)=O tert-butyl (1-(4-(2,6-dioxopiperidin-3-yl)-3,5-dimethylphenyl)azetidin-3-yl)carbamate